ClC=1C=C(C=CC1Cl)NC(=O)N1[C@H]2CC[C@@H]1CC1=C2C=CC=C1 (5S,8R)-N-(3,4-dichlorophenyl)-6,7,8,9-tetrahydro-5H-5,8-epiminobenzo[7]annulene-10-carboxamide